C(C(=C)C)(=O)OCCC[SiH](OCC)OCC γ-methacryloxypropyldiethoxysilane